C(#N)C1=C(C=C(C2=C1CCO2)C2=NC=C(C=C2)C(C)C)NC=C(C(=O)O)C ((4-cyano-7-(5-isopropylpyridin-2-yl)-2,3-dihydrobenzofuran-5-yl)amino)methacrylic acid